N-(bis(3-(tributylsilyl)phenyl)phosphaneyl)-N-isopropyl-1-(o-tolyl)-1-(3-(tributylsilyl)phenyl)phosphanamine C(CCC)[Si](C=1C=C(C=CC1)P(N(P(C1=CC(=CC=C1)[Si](CCCC)(CCCC)CCCC)C1=C(C=CC=C1)C)C(C)C)C1=CC(=CC=C1)[Si](CCCC)(CCCC)CCCC)(CCCC)CCCC